CCCCCCCCCCCCCCC(=O)OC[C@H](COP(=O)(O)OC[C@H](CO)O)OC(=O)CCCCCCC/C=C\C/C=C\CCCC 1-pentadecanoyl-2-(9Z,12Z-heptadecadienoyl)-glycero-3-phospho-(1'-sn-glycerol)